3-fluoro-7-{7-[(3S,4S)-3-fluoro-2,2,6,6-tetramethylpiperidin-4-yl]-7H-pyrrolo[2,3-c]pyridazin-3-yl}quinolin-6-ol FC=1C=NC2=CC(=C(C=C2C1)O)C1=CC2=C(N=N1)N(C=C2)[C@@H]2[C@@H](C(NC(C2)(C)C)(C)C)F